7,16-dioxo-6,8,15,17-tetraazadocosanedioic acid O=C(NCCCCC(=O)O)NCCCCCCNC(NCCCCC(=O)O)=O